5-bromo-4-(4-cyanophenyl)-1H-pyrrole-2-carboxylate BrC1=C(C=C(N1)C(=O)[O-])C1=CC=C(C=C1)C#N